2,4,5-trichlorotrifluoro-toluene ClC1=C(C(F)(F)F)C=C(C(=C1)Cl)Cl